CSC1=NC=CC=N1 2-methylthiopyrimidine